C(C)(C)(C)N1N=C(C=C1C1OCC(C1)(OC)OC)NC=1C=CC2=C(CN(S2(=O)=O)CC2=CC=C(C=C2)OC)C1F 5-((1-(tert-butyl)-5-(4,4-dimethoxytetrahydrofuran-2-yl)-1H-pyrazol-3-yl)amino)-4-fluoro-2-(4-methoxybenzyl)-2,3-dihydrobenzo[d]isothiazole 1,1-dioxide